3-bromo-5-(3-chlorophenoxy)-1-(2,2,2-trifluoroethyl)-1H-1,2,4-triazole BrC1=NN(C(=N1)OC1=CC(=CC=C1)Cl)CC(F)(F)F